FC1=C(C=C2C=3N(C(C(NC13)=O)C)C(=C2)C)CO 9-Fluoro-8-(hydroxymethyl)-3,5-dimethyl-1H-pyrrolo[1,2,3-de]quinoxalin-2(3H)-one